CCCCCCCCC(CCCCCCCC)OC(CCCCCCN(CCCO)CCCCCCC(=O)OCCCCCCC)=O.BrC1=CCC(C=C1)(OC)C1=C(C=CC=C1)S(=O)(=O)C 4-bromo-1-methoxyPhenyl-2-(methylsulfonyl)benzene Heptadecan-9-yl-7-((7-(heptyloxy)-7-oxoheptyl)(3-hydroxypropyl)amino)-heptanoate